tert-butyl (R)-3-(3-chloro-5-(1,3,5-triazin-2-yl)phenyl)morpholine-4-carboxylate ClC=1C=C(C=C(C1)C1=NC=NC=N1)[C@H]1N(CCOC1)C(=O)OC(C)(C)C